OC1=CC2=C(C(/C(/O2)=C/C2=CC(=C(C=C2)OC)C(F)(F)F)=O)C=C1 (Z)-6-hydroxy-2-(4-methoxy-3-(trifluoromethyl)benzylidene)benzofuran-3(2H)-one